C(C=C)(=O)OCCOCCOC1=CC=C(C=C1)C(C)(C)C1=CC=C(C=C1)OCCOCCOC(C=C)=O 2,2-bis-(4-(acryloyloxyethoxy)ethoxyphenyl)propane